(1-(4-(Chloromethyl)-3-methoxybenzyl)piperidin-4-yl)carbamic acid tert-butyl ester C(C)(C)(C)OC(NC1CCN(CC1)CC1=CC(=C(C=C1)CCl)OC)=O